Dimethyl-phenyl-(4-maleimidophenoxy)silane C[Si](OC1=CC=C(C=C1)N1C(C=CC1=O)=O)(C1=CC=CC=C1)C